4-(2-(4-acrylamidophenyl)-4-amino-7-cyano-1-(2,2,2-trifluoroethyl)-1H-pyrrolo[3,2-c]pyridin-3-yl)-N-cyclopropyl-2-methoxybenzamide C(C=C)(=O)NC1=CC=C(C=C1)C1=C(C=2C(=NC=C(C2N1CC(F)(F)F)C#N)N)C1=CC(=C(C(=O)NC2CC2)C=C1)OC